3-[4-(4-piperidylmethyl)-1-piperidyl]bicyclo[1.1.1]pentane-1-carboxylic acid benzyl ester C(C1=CC=CC=C1)OC(=O)C12CC(C1)(C2)N2CCC(CC2)CC2CCNCC2